1-(1-(methylsulfonyl)piperidin-4-yl)-3-(4-phenoxyphenyl)-1H-pyrazolo[3,4-d]pyrimidin-4-amine CS(=O)(=O)N1CCC(CC1)N1N=C(C=2C1=NC=NC2N)C2=CC=C(C=C2)OC2=CC=CC=C2